ClC1=C(C(=CC=C1)Cl)N1N=C(C(=C1)NC1=CC=C(C=C1)N1N=C(C=C1)C(C)C)C(=O)N 1-(2,6-dichlorophenyl)-4-((4-(3-isopropyl-1H-pyrazol-1-yl)phenyl)amino)-1H-pyrazole-3-carboxamide